tert-butyl (3R)-3-[5-(methoxycarbonyl)imidazo[4,5-b]pyridin-1-yl]piperidine-1-carboxylate COC(=O)C1=CC=C2C(=N1)N=CN2[C@H]2CN(CCC2)C(=O)OC(C)(C)C